ClC1=C(C=CC=C1)CC(=O)NC1=CC(=C(C=C1)N1N=CC(=C1)NC(=O)C1CC1)S(N)(=O)=O N-[1-(4-{[(2-chlorophenyl)acetyl]amino}-2-sulfamoylphenyl)-1H-pyrazol-4-yl]cyclopropanecarboxamide